4-methyl-2-butyl-5-formyl-1H-pyrrole-3-carboxylic acid ethyl ester C(C)OC(=O)C1=C(NC(=C1C)C=O)CCCC